SC1=NC=2N(C(N(C(C2N1CCC)=O)C)=O)C 8-mercapto-1,3-dimethyl-7-propyl-1H-purine-2,6(3H,7H)-dione